tert-butyl 3-{5-[5-bromo-3-(3-hydroxy-2,2-dimethylpropyl)-1-[2-(oxan-4-yloxy)ethyl]indol-2-yl]-6-[(1S)-1-methoxyethyl] pyridin-3-yl}-2,5-dihydropyrrole-1-carboxylate BrC=1C=C2C(=C(N(C2=CC1)CCOC1CCOCC1)C=1C=C(C=NC1[C@H](C)OC)C=1CN(CC1)C(=O)OC(C)(C)C)CC(CO)(C)C